C(CC[C@@H](C(=O)O)NC(=O)C1=CC=C(NCC2=CN=C3N=C(N)NC(=O)C3=N2)C=C1)(=O)O.C(C=1C(O)=CC=CC1)(=O)O salicylic acid folate